O=C1NCC2N1CCN(C2)C(=O)OC(C)(C)C tert-butyl 3-oxohexahydroimidazo[1,5-a]pyrazine-7(1H)-carboxylate